C(C=C)OCC(=O)OC methyl 2-(prop-2-en-1-yloxy)acetate